CC1(CC1)COC1=CC=CC(=N1)S(=O)(=O)NC(=O)C=1C(=NC=CC1)N1C(CC(C1)C)(C)C N-[[6-[(1-Methylcyclopropyl)methoxy]-2-pyridyl]sulfonyl]-2-(2,2,4-trimethylpyrrolidin-1-yl)pyridin-3-carboxamid